FC1=C(C=C(C=C1)C(C(=O)N)=C)OC1=CC=CC=2N1N=C(N2)NC2=CC=C(C=C2)N2CCOCC2 (4-fluoro-3-(2-(4-morpholinophenylamino)-[1,2,4]triazolo[1,5-a]pyridin-5-yloxy)phenyl)acrylamide